5-amino-2,6-dihydropyrazolo[4,3-b]azepine-7-carboxamide NC=1CC(=CC=2C(N1)=CNN2)C(=O)N